COC(C(C(=O)OC)[C@@H](C[N+](=O)[O-])C1=C(C=C(C=C1F)CC)F)=O |o1:8| (R*)-2-[1-(4-ethyl-2,6-difluorophenyl)-2-nitroethyl]malonic acid dimethyl ester